(benzyloxy)-6-iodothieno[2,3-d]pyrimidine-2,4(1H,3H)-dione C(C1=CC=CC=C1)ON1C(NC(C2=C1SC(=C2)I)=O)=O